ClC1N(C=C(C=N1)[N+](=O)[O-])C1CCOCC1 2-CHLORO-5-NITRO-N-TETRAHYDROPYRAN-4-YL-PYRIMIDIN